C(C)(C)(C)OC(=O)N1CCN(CC1)N1C=C2C(=NN=C(C2=CC1=O)C)N[C@H](C)C1=C(C(=CC=C1)C(F)F)F (R)-4-(4-((1-(3-(Difluoromethyl)-2-fluorophenyl)ethyl)amino)-1-methyl-7-oxopyrido[3,4-d]pyridazine-6(7H)-yl)piperazine-1-carboxylic acid tert-butyl ester